NC1=CC=C(C=C1)CC1=C(C=C(N)C=C1)CCCC 4-((4-aminophenyl)methyl)-3-butylaniline